2-(6-((Z)-((1R,2R,5S,7R)-2-fluoro-7-methyl-9-azabicyclo[3.3.1]nonan-3-ylidene)methyl)-1,2,4-triazin-3-yl)-5-(1H-imidazol-1-yl)phenol F[C@H]\1[C@H]2C[C@@H](C[C@@H](C/C1=C/C1=CN=C(N=N1)C1=C(C=C(C=C1)N1C=NC=C1)O)N2)C